F[P-](F)(F)(F)(F)F.C(C)N1C(=[N+](C=C1)C)C 1-ethyl-2,3-dimethyl-imidazolium hexafluorophosphate